(2S)-2-decanoylamino-4-(methylsulfinyl)butanoic acid C(CCCCCCCCC)(=O)N[C@H](C(=O)O)CCS(=O)C